4-Bromo-N-(2-(4,4-difluoropiperidin-1-yl)-3-fluoro-6-methylpyridin-4-yl)-2-(6-azaspiro[2.5]octan-6-yl)benzamide BrC1=CC(=C(C(=O)NC2=C(C(=NC(=C2)C)N2CCC(CC2)(F)F)F)C=C1)N1CCC2(CC2)CC1